FC1=C(C=CC=C1C(=O)OC)N1CCC(CC1)CN1CCN(CC1)C(=O)OC(C)(C)C tert-butyl 4-([1-[2-fluoro-3-(methoxycarbonyl)phenyl]piperidin-4-yl]methyl)piperazine-1-carboxylate